N=1C=NN2C1C=CC(=C2)C2=CC(=NN2C2=NC(=CC=C2)C)CC(=O)NC2=CC=C(C=C2)F 5-([1,2,4]triazolo[1,5-a]pyridin-6-yl)-N-(4-fluorophenyl)-1-(6-methylpyridin-2-yl)-1H-pyrazole-3-carboxyamide